C(#N)C1=CC(=C(C=C1)CNC(C)=O)F N-[(4-cyano-2-fluorophenyl)-methyl]acetamid